FC12CCC(CC1)(CC2)NC(C(=O)N[C@H](C(N[C@@H](C[C@H]2C(NCC2)=O)C(COC(F)(F)F)=O)=O)CC(C)C)=O N1-(4-fluorobicyclo-[2.2.2]octan-1-yl)-N2-((S)-4-methyl-1-oxo-1-(((S)-3-oxo-1-((S)-2-oxopyrrolidin-3-yl)-4-(trifluoromethoxy)butan-2-yl)amino)pentan-2-yl)oxalamide